2-[1-(3,4-dichlorophenyl)-1H-pyrazol-3-yloxy]N,N-diethylethylamine ClC=1C=C(C=CC1Cl)N1N=C(C=C1)OCCN(CC)CC